(1S,3R,4S)-N-[(1R)-1-cyano-2-[(3R)-2-oxo-3-piperidyl]ethyl]-2-[(2R)-2-(2,5-difluoroanilino)propanoyl]-5,5-difluoro-2-azabicyclo[2.2.2]octane-3-carboxamide C(#N)[C@@H](C[C@@H]1C(NCCC1)=O)NC(=O)[C@@H]1N([C@@H]2CC([C@H]1CC2)(F)F)C([C@@H](C)NC2=C(C=CC(=C2)F)F)=O